1-(benzenesulfonyl)-5-(2-methoxyphenyl)pyrrolo[3,2-b]pyridine-6-carboxylic acid C1(=CC=CC=C1)S(=O)(=O)N1C=CC2=NC(=C(C=C21)C(=O)O)C2=C(C=CC=C2)OC